2-methyl-butanesultone CC1CS(=O)(=O)OCC1